C(C)OC(=O)C1C(NCC1)=O 2-oxopyrrolidine-3-carboxylic acid ethyl ester